1-(4-methoxybenzyl)-1H-pyrazole COC1=CC=C(CN2N=CC=C2)C=C1